2-(4-iodophenyl)-4-methyl-6-(tetrahydropyran-2-yloxy)-3-[3-(tetrahydropyran-2-yloxy)phenyl]-2H-chromene IC1=CC=C(C=C1)C1OC2=CC=C(C=C2C(=C1C1=CC(=CC=C1)OC1OCCCC1)C)OC1OCCCC1